C(C1=CC=CC=C1)OC(=O)N[C@H](C(=O)N[C@H](C(=O)O)CC(C)C)[C@@H](C)OC(C)(C)C (S)-2-((2S,3R)-2-(((Benzyloxy)carbonyl)amino)-3-(tert-butoxy)butanamido)-4-methylpentanoic acid